N-(2-Fluoro-4-(2-(1-methyl-1H-pyrazol-4-yl)-3H-imidazo[4,5-b]pyridin-7-yl)benzyl)-5-(trifluoromethyl)pyridazin-3-amine FC1=C(CNC=2N=NC=C(C2)C(F)(F)F)C=CC(=C1)C1=C2C(=NC=C1)NC(=N2)C=2C=NN(C2)C